C(C)(C)(C)OC([C@@H](CC1=NOC2=C1C=CC(=C2)C=O)[C@@H]2CN(CC2)C(=O)OC(C)(C)C)=O Tert-butyl (R)-3-((S)-1-(tert-butoxy)-3-(6-formylbenzo[d]isoxazol-3-yl)-1-oxopropan-2-yl)pyrrolidine-1-carboxylate